BrCC(=O)OC1C=CCCC1 2-cyclohexenyl 2-bromoacetate